2-(5-Fluoropyridin-2-yl)-3-(1H-pyrazolo[3,4-b]pyridin-4-yl)-6-(trifluoromethyl)-6,7-dihydro-4H-pyrazolo[5,1-c][1,4]oxazine FC=1C=CC(=NC1)C1=NN2C(COC(C2)C(F)(F)F)=C1C1=C2C(=NC=C1)NN=C2